4-hydroxy-2,6-dicarboxypyridine OC1=CC(=NC(=C1)C(=O)O)C(=O)O